tert-butyl 4-[6-amino-7-(4-bromophenyl)-8-oxopurin-9-yl]-[1,4'-bipiperidine]-1'-carboxylate NC1=C2N(C(N(C2=NC=N1)C1CCN(CC1)C1CCN(CC1)C(=O)OC(C)(C)C)=O)C1=CC=C(C=C1)Br